N[C@H]1CNC[C@H]1OC(F)(F)F (3S,4R)-3-amino-4-(trifluoromethoxy)pyrrolidin